N-(6-methylpyridazin-3-yl)-6-(4-(trifluoromethyl)phenyl)pyrazine-2-carboxamide CC1=CC=C(N=N1)NC(=O)C1=NC(=CN=C1)C1=CC=C(C=C1)C(F)(F)F